C(C)OC(=O)C1=C(N=C(S1)NC1=NC(=CC(=N1)N1CCC(CC1)O)N1CC(N(CC1)C)=O)C 2-[4-(4-hydroxypiperidin-1-yl)-6-(4-methyl-3-oxopiperazin-1-yl)-pyrimidin-2-ylamino]-4-methylthiazole-5-carboxylic acid ethyl ester